FC1=C(C(=CC=C1)F)S(=O)(=O)NC=1C(=C(N(C1)C)C(=O)O)F 4-(2,6-Difluorophenylsulfonamido)-3-fluoro-1-methyl-1H-pyrrole-2-carboxylic acid